2-chloro-4-[(2,3,6-trifluorobenzyl)amino]pyrimidin-5-carboxamide ClC1=NC=C(C(=N1)NCC1=C(C(=CC=C1F)F)F)C(=O)N